5-(7-methoxy-5-methylbenzothien-2-yl)-7-(pyrrolidin-3-yl)-7H-pyrrolo[2,3-d]pyrimidin COC1=CC(=CC=2C=C(SC21)C2=CN(C=1N=CN=CC12)C1CNCC1)C